[Si].C(C#CC)(O)O butynediol silicon